N-(1-phenylcyclohexyl)-4-morpholineethanamine C1(=CC=CC=C1)C1(CCCCC1)NCCN1CCOCC1